N1=C(C=CC=C1)SSC(C(=O)OCCCCCCCC\C=C/C\C=C/CCCCC)CC(=O)OCCCCCCCC\C=C/C\C=C/CCCCC Di((9Z,12Z)-octadeca-9,12-dien-1-yl) 2-(pyridin-2-yldisulfaneyl)succinate